2,2,3,3-Tetrafluoro-4-hydroxybutyl 5-chloro-2-((pyrazolo[1,5-a]pyrimidine-3-carboxamido)methyl)benzofuran-7-carboxylate ClC=1C=C(C2=C(C=C(O2)CNC(=O)C=2C=NN3C2N=CC=C3)C1)C(=O)OCC(C(CO)(F)F)(F)F